COC(C1=CC=C(C(=O)NC2=NC=C(C=C2)Br)C=C1)=O N-(5-bromo-pyridin-2-yl)-terephthalamic acid methyl ester